C(C)OC(=O)C=1N=NN(C1)C1=CC(=C(C=C1)N1CCN(CCC1)C)N.C(CCCCCCCC)C1=C(C=CC=C1)P(C1=C(C=CC=C1)CCCCCCCCC)C1=C(C=CC=C1)CCCCCCCCC tri(nonyl-phenyl)phosphine ethyl-1-(3-amino-4-(4-methyl-1,4-diazepan-1-yl)phenyl)-1H-1,2,3-triazole-4-carboxylate